N-(1-(4-(difluoromethyl)benzyl)-3-methyl-1H-pyrazolo[3,4-b]pyridin-5-yl)acrylamide FC(C1=CC=C(CN2N=C(C=3C2=NC=C(C3)NC(C=C)=O)C)C=C1)F